S1C(C(S1)CS)CS (1,4-Dithietane-2,3-diyl)dimethyl mercaptan